NC1=C(C2=C(S1)C(C(CC2)(C2=CC=CC=C2)CCC2=CC(=NO2)Br)=O)C(=O)NC2CC2 2-Amino-6-(2-(3-bromoisoxazol-5-yl)ethyl)-N-cyclopropyl-7-oxo-6-phenyl-4,5,6,7-tetrahydrobenzo[b]thiophene-3-carboxamide